ClC1=CC=C(C=C1)C=1OC(=C(N1)C(=O)N1C[C@@]2(CC1)C=C(C(C(C2)(C)C)=O)C#N)C (5S)-2-[2-(4-chlorophenyl)-5-methyl-1,3-oxazole-4-carbonyl]-9,9-dimethyl-8-oxo-2-azaspiro[4.5]dec-6-ene-7-carbonitrile